ClC=1C=C2NC=C(C[C@@H](N)C(=O)O)C2=CC1 6-chloro-D-tryptophan